2-(2,6-dioxopiperidin-3-yl)-4-(((S)-1-(5-methoxypyridin-2-yl)ethyl)amino)isoindoline-1,3-dione O=C1NC(CCC1N1C(C2=CC=CC(=C2C1=O)N[C@@H](C)C1=NC=C(C=C1)OC)=O)=O